4-(2-aminoethyl)azepane-1-carboxylic acid NCCC1CCN(CCC1)C(=O)O